3-isopropyl-5-(4-(1-((6-(4-(methylsulfonyl)phenyl)imidazo[2,1-b][1,3,4]thiadiazol-2-yl)oxy)ethyl)piperidin-1-yl)-1,2,4-oxadiazole C(C)(C)C1=NOC(=N1)N1CCC(CC1)C(C)OC1=NN2C(S1)=NC(=C2)C2=CC=C(C=C2)S(=O)(=O)C